(12S)-12-methyl-8,11,14-trioxa-5,19,20-triazatetracyclo[13.5.2.12,5.018,21]tricosa-1(20),2(23),3,15(22),16,18(21)-hexaene-4-carbonitrile C[C@@H]1OCCOCCN2C(=CC(C3=NNC=4C=CC(OC1)=CC34)=C2)C#N